C(=C)N1C(OCC1)=O (N-vinyl)Oxazolidinone